α-carbomethoxy-p-methoxy-cinnamic acid methyl ester COC(C(=CC1=CC=C(C=C1)OC)C(=O)OC)=O